1-(2-(methylsulfonyl)phenyl)cyclopropan-1-amine hydrochloride Cl.CS(=O)(=O)C1=C(C=CC=C1)C1(CC1)N